N-(4-(2-(4-morpholinophenyl-amino)pyrimidin-4-yl)phenyl)-N-(prop-2-ynyl)methane-sulfonamide tosylate S(=O)(=O)(O)C1=CC=C(C)C=C1.O1CCN(CC1)C1=CC=C(C=C1)NC1=NC=CC(=N1)C1=CC=C(C=C1)N(S(=O)(=O)C)CC#C